tert-butyl N-[(1S)-1-({3-[2-(4-{3-cyano-9-ethyl-6,6-dimethyl-11-oxo-5H,6H,11H-benzo[b]carbazol-8-yl}piperazin-1-yl)-2-oxoethoxy]propyl}carbamoyl)-2,2-dimethylpropyl]carbamate C(#N)C1=CC=C2C=3C(C4=C(C(C3NC2=C1)(C)C)C=C(C(=C4)CC)N4CCN(CC4)C(COCCCNC(=O)[C@H](C(C)(C)C)NC(OC(C)(C)C)=O)=O)=O